C(C)OC1C(C(C1)=O)CC 3-ethoxy-2-ethyl-cyclobutanone